3-[(3R,4S)-4-[[6-cyclopropyl-7-(2-trimethylsilylethoxymethyl)pyrrolo[2,3-d]pyrimidin-4-yl]amino]chroman-3-yl]oxy-2,2-dimethyl-propanenitrile C1(CC1)C1=CC2=C(N=CN=C2N[C@@H]2[C@H](COC3=CC=CC=C23)OCC(C#N)(C)C)N1COCC[Si](C)(C)C